Pentamethylcyclopentadienyl-dimethyl-(1-neopentyl-6,6-diethyl-1,5,6,7-tetrahydro-s-indacenyl)hafnium CC1=C(C(=C(C1([Hf](C1(C=CC2=CC=3CC(CC3C=C12)(CC)CC)CC(C)(C)C)(C)C)C)C)C)C